C(C)(C)(C)OC(C1=CC=CC=C1)=O.COC=CC1=CC=CC=C1 methoxystyrene tert-butylbenzoate